ClC1=NC=C(C(=C1)Cl)F 2,4-dichloro-5-fluoropyridine